C(CCCCCCCCCCCCCCC)(=O)[Na] Palmitoyl-Sodium